(S)-N-[(p-Nitrophenoxy)(phenoxy)phosphoryl]-2,3-dideutero-L-alanine-2-ethylbutyl ester C(C)C(COC([C@@](NP(=O)(OC1=CC=CC=C1)OC1=CC=C(C=C1)[N+](=O)[O-])(C[2H])[2H])=O)CC